CN1N=CC(=C1C1=NN=C(O1)C=O)C (5-(1,4-dimethyl-1H-pyrazol-5-yl)-1,3,4-oxadiazol-2-yl)methanone